Cl.C(CC#C)N But-3-yn-1-amin hydrochloride